5-chloro-2-[[6-chloro-3-(4-fluoro-1-piperidinyl)-4-quinolinyl]amino]benzoic acid ClC=1C=CC(=C(C(=O)O)C1)NC1=C(C=NC2=CC=C(C=C12)Cl)N1CCC(CC1)F